3-Amino-2,2-dimethyl-propionic acid NCC(C(=O)O)(C)C